C(C)(C)(C)OC(=O)N1CCN(CC1)C(CCC=1NC(C2=C(C=CC(=C2C1)C)F)=O)=O 4-(3-(8-fluoro-5-methyl-1-oxo-1,2-dihydroisoquinolin-3-yl)propionyl)piperazine-1-carboxylic acid tert-butyl ester